COC=1C=C(C=C(C1)OC)N1C(CN(C(C1)=O)C(C1=CC=C(C=C1)C)=O)=O 1-(3,5-dimethoxyphenyl)-4-(4-methylbenzoyl)piperazine-2,5-dione